NC1COCCC1OC=1C=C2CN(C(C2=CC1)=O)C1C(NC(CC1)=O)=O 3-(5-((3-aminotetrahydro-2H-pyran-4-yl)oxy)-1-oxoisoindolin-2-yl)piperidine-2,6-dione